CN1N=C(C(=C1)C1=CC=C(C(=N1)OC)NC=1N=CC2=C(N1)C(=NC=C2)NCC(C)(C)OC)C N2-(6-(1,3-dimethyl-1H-pyrazol-4-yl)-2-methoxypyridin-3-yl)-N8-(2-methoxy-2-methylpropyl)pyrido[3,4-d]pyrimidine-2,8-diamine